N4,N4-dimethyl-N2-(1-methylpiperidin-4-yl)pyrido[2,3-d]pyrimidine-2,4-diamine CN(C=1C2=C(N=C(N1)NC1CCN(CC1)C)N=CC=C2)C